O=C1N(C(C2=CC=CC=C12)=O)OCC1=CC=C(C=C1)C=1N=C2N(C=CC(=C2)C2=CC=CC=C2)C1NC1=CC=C(C(=O)OC)C=C1 methyl 4-((2-(4-(((1,3-dioxoisoindolin-2-yl)oxy)methyl)phenyl)-7-phenylimidazo[1,2-a]pyridin-3-yl)amino)benzoate